C(C)(C)(C)OC(=O)N[C@H](CNC1=C(C2=NC(=CC(=C2S1)N(C(OC(C)(C)C)=O)CC=1SC=CC1)Cl)C)C tert-butyl (S)-(2-((2-((tert-butoxycarbonyl)amino)propyl)amino)-5-chloro-3-methylthieno[3,2-b]pyridin-7-yl)(thiophen-2-ylmethyl)carbamate